4-(4-pyridyl)thiazol N1=CC=C(C=C1)C=1N=CSC1